triethylene glycol n-amyl methyl ether COCCOCCOCCOCCCCC